ClC=1C=2N(C=CN1)C(=CN2)C2=C(C(=C(C=C2)OC2=NC=CC=C2)F)F 8-chloro-3-(2,3-difluoro-4-(pyridine-2-oxy)phenyl)imidazo[1,2-a]pyrazine